CNC(CCCCB1OC(C(O1)(C)C)(C)C)C1=NN=NN1C(C)(CC(C)(C)C)C N-methyl-5-(4,4,5,5-tetramethyl-1,3,2-dioxaborolan-2-yl)-1-(1-(2,4,4-trimethylpentan-2-yl)-1H-tetrazol-5-yl)pentan-1-amine